NC1=CC=C(OC2=C(C=C(C=C2)N)C2=CC=CC=C2)C=C1 4-(4-aminophenoxy)-3-phenylbenzenamine